(5aS,6R,11bS)-14-(cyclopropylmethyl)-3-(2-(4-methyl-3-(trifluoromethyl)-1H-pyrazol-1-yl)ethyl)-2,3,4,5,6,7-hexahydro-6,11b-(epiminoethano)naphtho[1,2-d]azepine-5a,10(1H)-diol C1(CC1)CN1CC[C@]23CCN(CC[C@]2([C@H]1CC1=CC=C(C=C13)O)O)CCN1N=C(C(=C1)C)C(F)(F)F